3-ethoxycarbonylaminophenyl phenylcarbamate C1(=CC=CC=C1)NC(OC1=CC(=CC=C1)NC(=O)OCC)=O